C[C@@H]1C(NCC1)=C=O (S)-3-methyl-2-carbonylpyrrolidine